C(CC)NC1=NC=CC(=N1)C=O 2-(PROPYLAMINO)PYRIMIDINE-4-CARBALDEHYDE